methyl 2-(4-cyclopropoxy-6-hydroxy-1-oxophthalazin-2(1H)-yl)acetate C1(CC1)OC1=NN(C(C2=CC=C(C=C12)O)=O)CC(=O)OC